C(C)(C)(C)OOOCC(CCC(C)(C(C)(C)C)C)(C(C)(C)C)C tert-butyloxy-2,5-dimethyl-2,5-di-tert-butylperoxyhexane